C(C)(C)(C)OC(=O)N1CC2(C1)CCC(CC2)C#C 7-ethynyl-2-azaspiro[3.5]nonane-2-carboxylic acid tert-butyl ester